C(C)C1=NC2=C(C=C(C=C2C(N1C)=O)C)C=C 2-ethyl-3,6-dimethyl-8-vinylquinazolin-4(3H)-one